N-[(2S,3R)-2-[(3',5'-difluoro[1,1'-biphenyl]-3-yl)methyl]-4,4-difluoro-1-(oxetane-2-carbonyl)pyrrolidin-3-yl]methanesulfonamide FC=1C=C(C=C(C1)F)C1=CC(=CC=C1)C[C@@H]1N(CC([C@@H]1NS(=O)(=O)C)(F)F)C(=O)C1OCC1